OC1=C(C(=O)O)C=CC(=C1)NS(=O)(=O)C 2-hydroxy-4-(methylsulfonylamino)benzoic acid